FC=1C=C(C=CC1)[C@@H](C1=CC=C(C#N)C=C1)OC1=CC=C2C(CCOC2=C1C)=O (R,S)-4-((3-Fluorophenyl)((8-methyl-4-oxochroman-7-yl)oxy)methyl)benzonitrile